2-chloroacetate ClCC(=O)[O-]